N-tert-Butoxycarbonyl-N-(4,6-dimethoxy-5-vinyl-pyrimidin-2-yl)carbamic acid C(C)(C)(C)OC(=O)N(C(O)=O)C1=NC(=C(C(=N1)OC)C=C)OC